CC=1N=C2N(C=C(C=C2C)C2=CC3=CN(N=C3C(=C2)F)C2CCN(CC2)C(=O)OC(C)(C)C)C1 tert-butyl 4-[5-(2,8-dimethylimidazo[1,2-a]pyridin-6-yl)-7-fluoro-indazol-2-yl]piperidine-1-carboxylate